OCC=1C=NC=CC1C1=CN(C(C=C1)=O)C 3'-(hydroxymethyl)-1-methyl-6-oxo-[3,4'-bipyridin]